OC1=C(C2=C(N(C1=O)CC1=CN=C(S1)C1=CC=NC3=CC=CC=C13)C=CS2)C(=O)O 6-hydroxy-5-oxo-4-{[2-(quinolin-4-yl)thiazol-5-yl]methyl}-4,5-dihydrothieno[3,2-b]pyridine-7-carboxylic acid